O=C1NC(CCC1N1CC2=CC=C(C=C2C1=O)N1CCN(CC1)CCC(=O)O)=O 3-[4-[2-(2,6-dioxo-3-piperidyl)-3-oxo-isoindolin-5-yl]piperazin-1-yl]propanoic acid